2-methyl-6-N-morpholinyl-7-oxo-pyrido[4,3-d]Pyrimidine-8-carbonitrile CC=1N=CC=2C(N1)=C(C(N(C2)N2CCOCC2)=O)C#N